C12(CCCCC1)OC1=CC=C(C=C1OC2)CC(=O)O 2-(4-Oxaspiro[chroman-2,1'-cyclohexane]-6-yl)acetic acid